2-(4-chlorophenyl)-4-phenyl-6-(4-(pyridin-3-yl)phenyl)-1,3,5-triazine ClC1=CC=C(C=C1)C1=NC(=NC(=N1)C1=CC=CC=C1)C1=CC=C(C=C1)C=1C=NC=CC1